NC=1C=C(C=C(C1)C(F)(F)F)[C@@H](C)NC1=NC=2N(C3=CC(=C(C=C13)O[C@@H]1COCC1)OC)C=CN2 N-((R)-1-(3-amino-5-(trifluoromethyl)phenyl)ethyl)-8-methoxy-7-(((S)-tetrahydrofuran-3-yl)oxy)imidazo[1,2-a]quinazolin-5-amine